(S)-2-methyl-N-[[4-(trifluoromethyl)phenyl]methylidene]propane-2-sulfinamide CC(C)(C)[S@](=O)N=CC1=CC=C(C=C1)C(F)(F)F